[I-].[Br-].[NH4+].[NH4+] diammonium bromide iodide